FC1=C(C(=CC(=C1)OC1CN(C1)CCC)F)[C@H]1N([C@@H](CC2=C1NC1=CC=CC=C21)C)CC(C)C (1R,3R)-1-[2,6-difluoro-4-(1-propylazetidin-3-yl)oxy-phenyl]-2-isobutyl-3-methyl-1,3,4,9-tetrahydropyrido[3,4-b]indole